4-bromo-N-(4-bromophenyl-2,3,5,6-d4)-benzene-2,3,5,6-d4-amine BrC1=C(C(=C(C(=C1[2H])[2H])NC1=C(C(=C(C(=C1[2H])[2H])Br)[2H])[2H])[2H])[2H]